2-((6-cyclopropyl-benzo[d]oxazol-2-yl)-amino)-1-methyl-1H-benzo[d]imidazole-5-carboxylic acid C1(CC1)C1=CC2=C(N=C(O2)NC2=NC3=C(N2C)C=CC(=C3)C(=O)O)C=C1